Cl.C(N)(=N)C=1C=C(CNC(C(C)C)=O)C=CC1Cl N-(3-carbamimidoyl-4-chlorobenzyl)isobutyramide hydrochloride